C(#N)CN(C[C@@H]([C@H](CC(C)C)NC(=O)C=1NC2=CC=CC(=C2C1)OC)O)C[C@H]1C(NCC1)=O N-((2S,3S)-1-((cyanomethyl)(((S)-2-oxopyrrolidin-3-yl)methyl)amino)-2-hydroxy-5-methylhexan-3-yl)-4-methoxy-1H-indole-2-carboxamide